N1C=C(C2=CC=CC=C12)C1=NC(=NC=C1)NC=1C(=CC(=C(C1)NC(\C=C\CN(C)C)=O)F)OC (E)-N-(5-((4-(1H-indol-3-yl)pyrimidin-2-yl)amino)-2-fluoro-4-methoxyphenyl)-4-(dimethylamino)but-2-enamide